C(C)(C)(C)C=1C=C(C=C(C1O)C(C)(C)C)CCC(=O)N(CCCCCCN)C(CCC1=CC(=C(C(=C1)C(C)(C)C)O)C(C)(C)C)=O N,N-bis-(3-(3,5-di-tert-butyl-4-hydroxyphenyl)propionyl)hexamethylenediamine